FCCC(=O)Cl fluoropropoyl chloride